C(C)N1C(NC2=CC(=C(C=C2C1=O)F)CN1CCN(CC1)C=1C=CC(=NC1C)C(=O)NC)=O 5-(4-((3-ethyl-6-fluoro-2,4-dioxo-1,2,3,4-tetrahydroquinazolin-7-yl)methyl)piperazin-1-yl)-N,6-dimethylpyridinecarboxamide